C(C)(C)(C)OC(=O)N1C[C@H]([C@@H](CC1)C(=O)N1CCC(CC1)=O)C1=CC=CC=C1 (3R,4R)-4-[(4-oxopiperidin-1-yl)carbonyl]-3-phenylpiperidine-1-carboxylic acid tert-butyl ester